(2S)-2-amino-N-(6-Bromo-3-pyridinyl)-3,3-dicyclohexyl-propanamide hydrochloride Cl.N[C@H](C(=O)NC=1C=NC(=CC1)Br)C(C1CCCCC1)C1CCCCC1